CC(C[C@@H](C(N[C@@H](C[C@H]1C(NCC1)=O)C(COC1=C(C(=CC(=C1F)F)F)F)=O)=O)NC(OCC1=CC=CC=C1)=O)C Benzyl ((s)-4-methyl-1-oxo-1-(((s)-3-oxo-1-((s)-2-oxopyrrolidin-3-yl)-4-(2,3,5,6-tetrafluorophenoxy)butan-2-yl)amino)pentan-2-yl)carbamate